[Zn+2].[Li+].[O-2].[Zn+2] zinc oxide lithium zinc